[C@H]1(CCC2=CC=CC=C12)NC(=O)C1=CC2=C(N=C(S2)C=2C=NC(=CC2)C)C=C1 (R)-N-(2,3-dihydro-1H-inden-1-yl)-2-(6-methylpyridin-3-yl)benzo[d]thiazole-6-carboxamide